N'-cyano-6-[2-[5-fluoro-2-(methylsulfanyl)phenyl]pyrrolidin-1-yl]-N-[(3-hydroxyphenyl)methyl]imidazo[1,2-b]pyridazine-3-carboximidamide C(#N)N=C(NCC1=CC(=CC=C1)O)C1=CN=C2N1N=C(C=C2)N2C(CCC2)C2=C(C=CC(=C2)F)SC